ClC=1C2=C(N=CN1)N(C1=C2C=C(C(=N1)C)C)C=1C(=C(C=CC1C)O)C 3-(4-chloro-6,7-dimethyl-9H-pyrido[3',2':4,5]pyrrolo[2,3-d]pyrimidin-9-yl)-2,4-dimethylphenol